FC(C1=C(C=C(C=C1F)C1=CC=C(C=C1)CCC)F)(OC1=CC(=C(C(=C1)F)F)F)F 4-[difluoro(3,4,5-Trifluorophenoxy)methyl]-3,5-difluoro-4'-propylbiphenyl